2-((6-azaspiro[3.4]oct-6-yl)methyl)-6-((4-(imidazo[1,5-a]pyridin-8-yl)-1H-1,2,3-triazol-1-yl)methyl)-1H-pyrrolo[3,2-c]pyridine C1CCC12CN(CC2)CC2=CC=1C=NC(=CC1N2)CN2N=NC(=C2)C=2C=1N(C=CC2)C=NC1